5-((tert-butoxycarbonylamino)pyridin-2-yl)-1-methyl-1H-1,2,3-triazole-5-carboxylic acid C(C)(C)(C)OC(=O)NC=1C(=NC=CC1)C1(C=NNN1C)C(=O)O